ClC=1C=C(C=CC1F)NC(N(C(C)C1=CN(C(C2=CC=CC=C12)=O)CCC)C)=O 3-(3-chloro-4-fluorophenyl)-1-methyl-1-(1-(2-propyl-1-oxo-1,2-dihydroisoquinolin-4-yl)ethyl)urea